NCC(O)C1=C(C=CC=C1)CC1=C(C=CC=C1)O[Si](C)(C)C(C)(C)C 2-amino-1-(2-(2-(tert-butyldimethylsilyloxy)benzyl)phenyl)ethanol